trifluoromethoxypentafluorocyclotriphosphazene FC(OP1(=NP(=NP(=N1)(F)F)(F)F)F)(F)F